5-Methyl-N4-(4-chloro-[3-(1,1-dimethylethylsulfonamido)]phenyl)-N2-[4-(4-methylpiperazin-1-yl)-3-trifluoromethylphenyl]pyrimidine-2,4-diamine CC=1C(=NC(=NC1)NC1=CC(=C(C=C1)N1CCN(CC1)C)C(F)(F)F)NC1=CC(=C(C=C1)Cl)NS(=O)(=O)C(C)(C)C